fluoro-3-(2-((1E,3E)-4-(6-(methylamino)pyridin-3-yl)butan-1,3-dienyl)benzo[d]thiazol-6-yloxy)propan-2-ol FCC(COC1=CC2=C(N=C(S2)\C=C\C=C\C=2C=NC(=CC2)NC)C=C1)O